ClC=1C=C(C=CC1F)[C@@H](NC(=O)N1[C@@H](C(NCC1)=O)C)C1CC2CCC(C1)C2(F)F |o1:8| (2R)-N-((S or R)-(3-chloro-4-fluoro-phenyl)(8,8-difluoro-bicyclo[3.2.1]octan-3-yl)methyl)-2-methyl-3-oxo-piperazine-1-carboxamide